C(C)(C)(C)OC(=O)N1C(C=CC1)C(=O)O 1-t-butoxycarbonyl-2,5-dihydro-1H-pyrrole-2-carboxylic acid